methyl 4-[4-[[1-[(4-fluorophenyl)carbamoyl]-cyclopropanecarbonyl]-amino]phenoxy]-6-methylquinoline-7-carboxylate FC1=CC=C(C=C1)NC(=O)C1(CC1)C(=O)NC1=CC=C(OC2=CC=NC3=CC(=C(C=C23)C)C(=O)OC)C=C1